8-[4-(4-methylpiperazin-1-yl)-1-piperidyl]-2-[3-(6-methyl-2-pyridyl)-1H-pyrazol-4-yl]-1,5-naphthyridine CN1CCN(CC1)C1CCN(CC1)C=1C=CN=C2C=CC(=NC12)C=1C(=NNC1)C1=NC(=CC=C1)C